ClC=1C=CC2=C(C1)C=1N=CN=C(C1O2)C2=CC(=CC=C2)C2=CC=CC1=C2SC2=C1C=CC=C2 8-chloro-4-[3-(dibenzothiophene-4-yl)phenyl]-[1]benzofuro[3,2-d]pyrimidine